N-(4-cyclopropyl-2,5-difluorophenyl)-5-(oxazol-2-yl)-1H-pyrrol-3-sulfonamide C1(CC1)C1=CC(=C(C=C1F)NS(=O)(=O)C1=CNC(=C1)C=1OC=CN1)F